COC(NC1=NC=CC(=C1)C=1C=NC(=C(C1)Cl)OC[C@@](CC(C)C)(C)N)=O (S)-(6-((2-amino-2,4-dimethylpentyl)oxy)-5-chloro-[3,4'-bipyridinyl]-2'-yl)carbamic acid methyl ester